C(C)(C)(C)OC(=O)N1[C@@H](C[C@@H](C1)[Se]C1=CC=CC=C1)C(=O)OC(C)(C)C (2S,4S)-4-(phenylseleno)pyrrolidine-1,2-dicarboxylic acid 1,2-di-tert-butyl ester